5-(4-(7-azabicyclo[2.2.1]heptan-7-yl)-6,6-dimethyl-8,9-dihydro-6H-[1,4]oxazino[4,3-e]purin-2-yl)pyrimidin-2-amine C12CCC(CC1)N2C=2C=1N=C3N(C1N=C(N2)C=2C=NC(=NC2)N)CCOC3(C)C